2-(4-amino-2-chloro-5-fluorophenoxy)acetonitrile NC1=CC(=C(OCC#N)C=C1F)Cl